2-(1H-pyrazol-3-yl)acetonitrile N1N=C(C=C1)CC#N